(1S,2S,5R)-9-((R)-1-phenylethyl)-9-azabicyclo[3.3.1]Nonan-2-ol C1(=CC=CC=C1)[C@@H](C)N1[C@@H]2[C@H](CC[C@H]1CCC2)O